C(C)C1C(=CC=C2C=C(C=C(C12)OS(=O)(=O)C(F)(F)F)O)F trifluoromethanesulfonic acid (8-ethyl-7-fluoro-3-hydroxy-8,8a-dihydronaphthalen-1-yl) ester